The molecule is a tropane alkaloid obtained from leaves of the South American shrub Erythroxylon coca. It has a role as a local anaesthetic, a central nervous system stimulant, a sodium channel blocker, an adrenergic uptake inhibitor, a dopamine uptake inhibitor, a serotonin uptake inhibitor, a sympathomimetic agent, a vasoconstrictor agent, a xenobiotic, an environmental contaminant, a plant metabolite and a mouse metabolite. It is a methyl ester, a benzoate ester, a tertiary amino compound and a tropane alkaloid. It is a conjugate base of a cocaine(1+). CN1[C@H]2CC[C@@H]1[C@H]([C@H](C2)OC(=O)C3=CC=CC=C3)C(=O)OC